ClC1=C2C3(CNC(C2=C(C(=C1O)O)C)=O)CC3 5'-chloro-6',7'-dihydroxy-8'-methyl-2',3'-dihydro-1'H-spiro[cyclopropane-1,4'-isoquinolin]-1'-one